methyl 2-((2-(4-fluorophenyl)ethyl)sulfonamido)-5-((1-(4-((2-(4-fluorophenyl)ethyl)-sulfonamido)-3-(methoxycarbonyl)benzyl)azetidin-3-yl)oxy)benzoate FC1=CC=C(C=C1)CCS(=O)(=O)NC1=C(C(=O)OC)C=C(C=C1)OC1CN(C1)CC1=CC(=C(C=C1)NS(=O)(=O)CCC1=CC=C(C=C1)F)C(=O)OC